5-[(2S)-2-aminopropyl]-N-benzyl-6-methylthieno[3,2-c][1,2]thiazol-3-amine N[C@H](CC1=C(C2=NSC(=C2S1)NCC1=CC=CC=C1)C)C